C(C)(C)(C)NC(O)CN tert-butylaminoethanolamine